NC=1C=C(C=C(C1)C(F)(F)F)[C@@H](C)NC=1C2=C(N=C(N1)C)N=C(C(=C2)OC[C@H](C)OC)OC N-((R)-1-(3-amino-5-(trifluoromethyl)phenyl)ethyl)-7-methoxy-6-((S)-2-methoxypropoxy)-2-methylpyrido[2,3-d]pyrimidin-4-amine